n-octadecyl-β-(3,5-di-tert-butyl-4-hydroxyphenyl)propionic acid C(CCCCCCCCCCCCCCCCC)C(C(=O)O)CC1=CC(=C(C(=C1)C(C)(C)C)O)C(C)(C)C